2-(2-hydroxypropan-2-yl)quinolin OC(C)(C)C1=NC2=CC=CC=C2C=C1